3-methyl-6-(1-methyl-1H-imidazol-5-yl)pyrazine-2-carboxylic acid methyl ester COC(=O)C1=NC(=CN=C1C)C1=CN=CN1C